(R)-1-(7-(cyclopropylsulfonyl)-4-(3-methylmorpholino)thieno[3,2-d]pyrimidin-2-yl)-N-methyl-1H-benzo[d]imidazol-2-amine C1(CC1)S(=O)(=O)C1=CSC2=C1N=C(N=C2N2[C@@H](COCC2)C)N2C(=NC1=C2C=CC=C1)NC